6-(6-chloro-2-cyclopropyl-5-methyl-pyrimidin-4-yl)-N-(2,3-difluorophenyl)-7,8-dihydro-5H-1,6-naphthyridin-3-amine ClC1=C(C(=NC(=N1)C1CC1)N1CC=2C=C(C=NC2CC1)NC1=C(C(=CC=C1)F)F)C